((3aR,6aS)-5-(6-methyl-3-(1-methyl-1H-pyrazol-4-yl)-1H-indazol-5-yl)-3,3a,4,6a-tetrahydrocyclopenta[c]pyrrol-2(1H)-yl)tetrahydro-2H-thiopyran 1,1-dioxide CC1=C(C=C2C(=NNC2=C1)C=1C=NN(C1)C)C=1C[C@@H]2[C@@H](CN(C2)C2S(CCCC2)(=O)=O)C1